3-Bromo-6-(fluoromethyl)-2-(4-fluorophenyl)-6,7-dihydro-4H-pyrazolo[5,1-c][1,4]oxazine BrC=1C(=NN2C1COC(C2)CF)C2=CC=C(C=C2)F